(S)-3-(5-(3,5-difluorophenyl)-3-oxo-6,7-dihydro-3H-pyrrolo[2,1-c][1,2,4]triazol-2(5H)-yl)-2,2-difluorobicyclo[1.1.1]pentane-1-carboxylic acid FC=1C=C(C=C(C1)F)[C@@H]1CCC2=NN(C(N21)=O)C21C(C(C2)(C1)C(=O)O)(F)F